6-(3,5-dimethylpyrazol-1-yl)-2-[1-[6-(trifluoromethyl)pyridine-3-carbonyl]piperidin-4-yl]pyridazin-3-one CC1=NN(C(=C1)C)C=1C=CC(N(N1)C1CCN(CC1)C(=O)C=1C=NC(=CC1)C(F)(F)F)=O